1-(4-(bis(4-fluorophenyl)amino)piperidine-1-carbonyl)-1H-benzo[d][1,2,3]triazole-6-carbonitrile FC1=CC=C(C=C1)N(C1CCN(CC1)C(=O)N1N=NC2=C1C=C(C=C2)C#N)C2=CC=C(C=C2)F